(R)-N-[(5S)-1'-(7-bromo-6-methyl-pyrazolo[1,5-a]pyrazin-4-yl)-1-(hydroxymethyl)spiro[5,7-dihydrocyclopenta[c]pyridine-6,4'-piperidine]-5-yl]-2-methyl-propane-2-sulfinamide BrC1=C(N=C(C=2N1N=CC2)N2CCC1(CC2)[C@@H](C2=C(C(=NC=C2)CO)C1)N[S@](=O)C(C)(C)C)C